COC1(C=CCC(N1)(C(=O)N)C=1C=C2C(=NNC2=CC1)C1CCN(CC1)CCC1CCNCC1)C(F)(F)F 6-methoxy-2-(1-[2-(piperidin-4-yl)ethyl]piperidin-4-ylindazol-5-yl)-6-trifluoromethylpyridine-2-carboxamide